5,7-dimethoxy-3-(1-naphthoyl)coumarin COC1=C2C=C(C(OC2=CC(=C1)OC)=O)C(=O)C1=CC=CC2=CC=CC=C12